2-(N-(4-cyanophenyl)-2-(naphthalen-2-yl)acetamido)-3-(3,5-difluorophenyl)-N-(4-methoxyphenyl)-N-methylpropanamide C(#N)C1=CC=C(C=C1)N(C(CC1=CC2=CC=CC=C2C=C1)=O)C(C(=O)N(C)C1=CC=C(C=C1)OC)CC1=CC(=CC(=C1)F)F